((1r,4r)-4-(2-(1,3-dioxoisoindolin-2-yl)ethoxy)cyclohexyl)(methyl)carbamate O=C1N(C(C2=CC=CC=C12)=O)CCOC1CCC(CC1)OC(NC)=O